C(C)OCC(COCCC1OCCCC1)OCCC1OCCCC1 2,2'-(((3-ethoxypropane-1,2-diyl)bis(oxy))bis(ethane-2,1-diyl))bis(tetrahydro-2H-pyran)